2-[(3S)-1-[(2R)-2-[4-(2-chlorophenyl)-2-oxo-chromen-7-yl]oxypropionyl]-3-piperidinyl]acetic acid methyl ester COC(C[C@H]1CN(CCC1)C([C@@H](C)OC1=CC=C2C(=CC(OC2=C1)=O)C1=C(C=CC=C1)Cl)=O)=O